C(C)(C)OC1=CC(=NC(=C1)S(=O)(=O)C)NC1=CC(=NC=C1C1=NN(C=C1)[C@H]1COCC1)NC(C)=O (R)-N-(4-((4-isopropoxy-6-(methylsulfonyl)pyridin-2-yl)amino)-5-(1-(tetrahydrofuran-3-yl)-1H-pyrazol-3-yl)pyridin-2-yl)acetamide